C(CCCCCCCCCC(C)C)O Isotridecanol